NC/C(/CN1N=CN(C1=O)CCC1=CC=C(S1)N1C(CCC2=CC=CC(=C12)C)=O)=C\F [5-(2-{1-[(2E)-2-(aminomethyl)-3-fluoroprop-2-en-1-yl]-5-oxo-1,5-dihydro-4H-1,2,4-triazol-4-yl}ethyl)thiophen-2-yl]-8-methyl-3,4-dihydro-quinolin-2(1H)-one